methyl 2-(tert-butoxycarbonylamino)-3-([1,2,4]triazolo[4,3-a]pyridin-8-yl)prop-2-enoate C(C)(C)(C)OC(=O)NC(C(=O)OC)=CC=1C=2N(C=CC1)C=NN2